1-(5,5-dioxido-2-phenyl-4,6-dihydro-2H-thieno[3,4-c]pyrazol-3-yl)-3-((3S,4R)-1-(2-methoxyethyl)-4-phenylpyrrolidin-3-yl)urea O=S1(CC2=NN(C(=C2C1)NC(=O)N[C@@H]1CN(C[C@H]1C1=CC=CC=C1)CCOC)C1=CC=CC=C1)=O